amino-2-bromo-N-(2-hydroxy-1,1-dimethyl-ethyl)benzenesulfonamide NC=1C(=C(C=CC1)S(=O)(=O)NC(CO)(C)C)Br